S1C(=NC2=C1C=CC=C2)CN2C(C(=CC=C2)NC([C@H](CC\C=C\C(=O)N(C)C)NC(OCCO)=O)=O)=O (S,E)-2-hydroxyethyl (1-((1-(benzo[d]thiazol-2-ylmethyl)-2-oxo-1,2-dihydropyridin-3-yl)amino)-7-(dimethylamino)-1,7-dioxohept-5-en-2-yl)carbamate